ClC1=CC=C(C=C1)C=1C=C(C(N(N1)C1=CC(=CC=C1)F)=O)C(=O)N[C@H](C[S@](=O)C)C 6-(4-chlorophenyl)-2-(3-fluorophenyl)-N-{(2S)-1-[(R)-methylsulfinyl]propan-2-yl}-3-oxo-2,3-dihydropyridazine-4-carboxamide